COC=1C=CC2=C(/C(/C(C=3C(=NC=NC23)N)(C)C)=N/OC[C@H]2CNCC2)C1 (6E)-8-methoxy-5,5-dimethyl-6-[[(3R)-pyrrolidin-3-yl]methoxyimino]benzo[h]quinazolin-4-amine